5-bromo-4-chloro-6-(difluoromethyl)pyrimidine BrC=1C(=NC=NC1C(F)F)Cl